C1(CC1)C1=NNC(=C1)C1CC2(CN(C2)C(=O)N2CC3(C2)CN(C3)CC=3OC=C(N3)C(F)(F)F)C1 [6-(3-cyclopropyl-1H-pyrazol-5-yl)-2-azaspiro[3.3]heptan-2-yl]-[6-[[4-(trifluoromethyl)oxazol-2-yl]methyl]-2,6-diazaspiro[3.3]heptan-2-yl]methanone